dimethyl-Ammonium glycinate NCC(=O)[O-].C[NH2+]C